[Cl-].C(C(=C)C)(=O)C[N+](C)(C)CC Methacryloylethyltrimethylammonium chloride